4-cyclobutoxybenzoic acid C1(CCC1)OC1=CC=C(C(=O)O)C=C1